C(C)(C)(C)OC(=O)C1C2CC(C(C1)C2)OC(=O)C2C1C=CC(C2)C1=O 5-(5-t-butoxycarbonyl-2-norbornyloxycarbonyl)-7-oxo-bicyclo[2.2.1]Hept-2-ene